OC1CCN(CC1)C1=CC=C(C=C1)C(C=CC1=CC=C(C=C1)OCCC(C)C)=O 1-[4-(4-Hydroxypiperidin-1-yl)phenyl]-3-[4-(3-methylbutoxy)phenyl]prop-2-en-1-one